para-amino-phenylalanine NC1=CC=C(C[C@H](N)C(=O)O)C=C1